COCCOC=1C=C(C=NC1)N 5-(2-methoxyethoxy)pyridin-3-amine